COC1=C2C=NC(=NC2=CC(=C1)OC)C1=CC(=CC=C1)OC 5,7-dimethoxy-2-(3-methoxyphenyl)quinazolin